7-(1-(adamantan-1-ylmethyl)-5-methyl-1H-pyrazol-4-yl)-3-(6-aminopyridin-3-yl)imidazo[1,2-a]pyridine-8-carboxylic acid methyl ester COC(=O)C=1C=2N(C=CC1C=1C=NN(C1C)CC13CC4CC(CC(C1)C4)C3)C(=CN2)C=2C=NC(=CC2)N